1-oxyl-2,2,6,6-tetramethylpiperidin-4-yl-benzoate ON1C(CC(CC1(C)C)OC(C1=CC=CC=C1)=O)(C)C